NCC(COCCCCCNC([O-])=O)F (5-(3-amino-2-fluoro-propoxy)pentyl)carbamate